ClC=1C=C(C=CC1F)NC1=NC=NC2=CC(=C(C=C12)OCCCN1CCOCC1)OCCCO 3-((4-((3-chloro-4-fluorophenyl)amino)-6-(3-morpholinopropoxy)quinazolin-7-yl)oxy)propanol